1-methyl-N-{2-[(2S)-1-methyl-octahydro-1H-indol-2-yl]imidazo[1,2-a]pyridin-6-yl}-1H-indazole-5-carboxamide CN1N=CC2=CC(=CC=C12)C(=O)NC=1C=CC=2N(C1)C=C(N2)[C@H]2N(C1CCCCC1C2)C